1,2-bis(dimethylsilyl)cyclopentadienyl-(3,5-diisopropylcyclopentadienyl)zirconium dichloride [Cl-].[Cl-].C[SiH](C1(C(=CC=C1)[SiH](C)C)[Zr+2]C1C=C(C=C1C(C)C)C(C)C)C